C(C=CC)Br Crotyl bromide